BrC1=C2CC[C@@H](C2=CC=C1)NC=1N=C(C(=NC1C(F)(F)F)CN1C2CCC(C1)(CC2)C(=O)OC)OC Methyl (S)-2-((5-((4-bromo-2,3-dihydro-1H-inden-1-yl)amino)-3-methoxy-6-(trifluoromethyl)pyrazin-2-yl)methyl)-2-azabicyclo[2.2.2]octane-4-carboxylate